C(C)(C)(C)C1CCC(CC1)CC/C(/C(=O)O)=C\C(=O)O.ClC1=NC(=C(C(=N1)N1CCOCC1)OC)Cl (2,6-dichloro-5-methoxypyrimidin-4-yl)morpholine (4-tert-butylcyclohexyl)ethyl-fumarate